2-amino-4-(4-amino-5-(benzylthio)-4H-1,2,4-triazol-3-yl)benzenethiol NC1=C(C=CC(=C1)C1=NN=C(N1N)SCC1=CC=CC=C1)S